3-(pyridine-2-ylamino)propionitrile N1=C(C=CC=C1)NCCC#N